5-((1R,3r,5S)-(3-((5-cyclopropyl-3-(2-(trifluoromethoxy)phenyl)isoxazol-4-yl)methoxy)-8-azabicyclo[3.2.1]octan-8-yl)-1,3,4-oxadiazol-2-yl)-2-fluorobenzoic acid C1(CC1)C1=C(C(=NO1)C1=C(C=CC=C1)OC(F)(F)F)COC1C[C@H]2CC[C@@H](C1)N2C2=NN=C(O2)C=2C=CC(=C(C(=O)O)C2)F